cyclopropyl{[5-(trifluoromethyl)(2-pyridinyl)]ethyl}amine C1(CC1)NCCC1=NC=C(C=C1)C(F)(F)F